NC1=NC(=CC(=C1)N1C[C@@H](CC1)N(C(OC(C)(C)C)=O)C)C=1C=NN(C1C)C tert-Butyl (R)-(1-(2-amino-6-(1,5-dimethyl-1H-pyrazol-4-yl)pyridin-4-yl)pyrrolidin-3-yl)(methyl)-carbamate